N(=C=S)CC1C2C(CC(C1)C2)CN=C=S 2,6-bis(isothiocyanatomethyl)bicyclo-[2.2.1]-heptane